(R)- or (S)-N-((6-cyano-1-(4-(trifluoromethyl)phenyl)-2,3-dihydro-1H-pyrido[2,3-b][1,4]oxazin-3-yl)methyl)acetamide C(#N)C=1C=CC2=C(O[C@@H](CN2C2=CC=C(C=C2)C(F)(F)F)CNC(C)=O)N1 |o1:8|